N-ethynyl-N-methyl-4-(4-bromophenyl)methylamino-methylbenzenesulfonamide C(#C)N(S(=O)(=O)C1=C(C=C(C=C1)NCC1=CC=C(C=C1)Br)C)C